7-(4-aminophenyl)-2,7-diazaspiro[3.5]nonane-2-carboxylic acid tert-butyl ester C(C)(C)(C)OC(=O)N1CC2(C1)CCN(CC2)C2=CC=C(C=C2)N